N-(2-(4,4-Difluoropiperidin-1-yl)-6-methylpyrimidin-4-yl)-4-((1,1-dimethylethyl)sulfonamido)-2-(6-azaspiro[2.5]octan-6-yl)benzamide FC1(CCN(CC1)C1=NC(=CC(=N1)NC(C1=C(C=C(C=C1)NS(=O)(=O)C(C)(C)C)N1CCC2(CC2)CC1)=O)C)F